FC1=C(C=C(C(=C1)F)F)C1=C(C=CC=C1)NC(=O)C=1C(=NN(C1)C)C N-(2',4',5'-trifluoro-biphenyl-2-yl)-1,3-dimethylpyrazole-4-ylcarboxamide